CN(S(=O)(=O)F)C1=CC=CC2=CC=CC=C12 methyl-(naphthalen-1-yl)sulfamoyl fluoride